hydroxypropyl acrylate (hydroxypropyl acrylate) OCCCC(C(=O)O)=C.C(C=C)(=O)OCCCO